(6-(benzothiazol-2-yl)naphthalen-1-yl)boronic acid S1C(=NC2=C1C=CC=C2)C=2C=C1C=CC=C(C1=CC2)B(O)O